2-(4-methoxy-3-methylphenyl)-2-methylpropanecarbonitrile COC1=C(C=C(C=C1)C(CC#N)(C)C)C